methyl 4-[4-chloro-3-(trifluoromethyl)phenyl]-6-methyl-3-oxo-4,7-dihydro-1h-2-benzofuran-5-carboxylate ClC1=C(C=C(C=C1)C1C(=C(CC=2COC(C21)=O)C)C(=O)OC)C(F)(F)F